(3aR,5s,6aS)-5-((5-cyano-1-(benzenesulfonyl)-1H-pyrrolo[2,3-b]pyridin-4-yl)(methyl)amino)-N-(3-(hydroxymethyl)-1,2,4-thiadiazole-5-yl)hexahydrocyclopenta[c]pyrrole-2(1H)-carboxamide C(#N)C=1C(=C2C(=NC1)N(C=C2)S(=O)(=O)C2=CC=CC=C2)N(C2C[C@@H]1[C@@H](CN(C1)C(=O)NC1=NC(=NS1)CO)C2)C